CC1=C(C(=C(C1([Hf]C=1C(C2=CC(=C(C=C2C1)C)C)CCC1=CC=CC=C1)C)C)C)C Pentamethylcyclopentadienyl-(1-phenethyl-5,6-dimethylindenyl)hafnium